O1COC2=C1C=CC(=C2)N2CCN(CC2)S(=O)(=O)C2=CC=C(C=C2)NC(=O)NCC=2C=NC=CC2 1-{4-[4-(2H-1,3-benzodioxol-5-yl)piperazine-1-sulfonyl]phenyl}-3-(pyridin-3-ylmethyl)urea